2-allylphenyl (3-vinyl)benzyl ether C(=C)C=1C=C(COC2=C(C=CC=C2)CC=C)C=CC1